6-(dimethylcarbamoyl)-1-oxo-1,3-dihydrospiro[indene-2,4'-piperidine]-1'-carboxylic acid tert-butyl ester C(C)(C)(C)OC(=O)N1CCC2(CC1)C(C1=CC(=CC=C1C2)C(N(C)C)=O)=O